(R)-4-(3-(3-isopropyl-4-(2-(3-methylpiperazin-1-yl)ethoxy)phenyl)-4,4-dimethyl-5-oxo-2-thioxoimidazolidin-1-yl)-2-(trifluoromethyl)benzonitrile C(C)(C)C=1C=C(C=CC1OCCN1C[C@H](NCC1)C)N1C(N(C(C1(C)C)=O)C1=CC(=C(C#N)C=C1)C(F)(F)F)=S